1-(2-(4-((2-hydroxyethyl)(methyl)amino)-2-methoxy-5-nitrophenylamino)pyrimidin-4-yl)-3-methyl-1H-benzo[d]imidazol-2(3H)-one OCCN(C1=CC(=C(C=C1[N+](=O)[O-])NC1=NC=CC(=N1)N1C(N(C2=C1C=CC=C2)C)=O)OC)C